ClC1=C(C(=O)N[C@H]2C[C@H](CCC2)NC2=CC(=NC3=CC=C(C=C23)C)C(F)(F)F)C=CC(=C1)S(=O)(=O)C 2-chloro-4-methanesulfonyl-N-[(1R,3S)-3-{[6-methyl-2-(trifluoromethyl)quinolin-4-yl]amino}cyclohexyl]benzamide